[5-[(1R)-1-(3,5-dichloro-4-pyridinyl)ethoxy]-6-methoxy-1H-indazol-3-yl]-2-[3-methyl-3-(methylamino)azetidin-1-yl]pyridine-3-carbonitrile ClC=1C=NC=C(C1[C@@H](C)OC=1C=C2C(=NNC2=CC1OC)C1=C(C(=NC=C1)N1CC(C1)(NC)C)C#N)Cl